FC1=C(C(=CC=C1)F)C1=NC(=NC=C1C1CC(=NO1)N1C[C@H](C(C1)(F)F)NS(=O)(=O)C)C N-[(3R)-1-{5-[4-(2,6-difluorophenyl)-2-methylpyrimidin-5-yl]-4,5-dihydro-1,2-oxazol-3-yl}-4,4-difluoropyrrolidin-3-yl]methanesulfonamide